P(O)(O)O.P(O)(O)O.C(CCCCCCCCCCCC)C(CCCC1=CC(=C(C=C1C)O)C(C)(C)C)C1=CC(=C(C=C1C)O)C(C)(C)C (tridecyl)-4,4'-butylene-bis-(2-t-butyl-5-methylphenol) bisphosphite